tert-butyl 3-methyl-3-((5-(spiro[3.3]heptan-2-yl)-1,3,4-oxadiazol-2-yl)amino)azetidine-1-carboxylate CC1(CN(C1)C(=O)OC(C)(C)C)NC=1OC(=NN1)C1CC2(C1)CCC2